Acetaminogalacturonic acid N(C(=O)C)C(=O)[C@H](O)[C@@H](O)[C@@H](O)[C@H](O)C(=O)O